4-(naphthalen-2-yl)pent-3-en C1=C(C=CC2=CC=CC=C12)C(=CCC)C